3-chloro-5-((1-((5-(cyclopropyl(hydroxy)methyl)-6-oxo-1,6-dihydropyridazin-3-yl)methyl)-6-oxo-4-(trifluoromethyl)-1,6-dihydropyrimidin-5-yl)oxy)benzonitrile ClC=1C=C(C#N)C=C(C1)OC1=C(N=CN(C1=O)CC1=NNC(C(=C1)C(O)C1CC1)=O)C(F)(F)F